(S)-5-benzyl-N-(4-methyl-5-oxo-2-(trifluoromethyl)-5,6,7,8-tetrahydro-4H-pyrazolo[1,5-a][1,3]diazepin-6-yl)-4H-1,2,4-triazole-3-carboxamide C(C1=CC=CC=C1)C=1NC(=NN1)C(=O)N[C@@H]1C(N(C=2N(CC1)N=C(C2)C(F)(F)F)C)=O